1-(2,6-dimethylphenyl)-3-[6-[1-[4-(trifluoromethoxy)phenyl]-1,2,4-triazol-3-yl]quinoxalin-2-yl]thiourea CC1=C(C(=CC=C1)C)NC(=S)NC1=NC2=CC=C(C=C2N=C1)C1=NN(C=N1)C1=CC=C(C=C1)OC(F)(F)F